[Cl-].C(C)N1C=[N+](C=C1)CC1=CC=C(C=C1)C=C 3-ethyl-1-(4-vinylbenzyl)-3H-imidazol-1-ium chloride